N-(3-(5-chloro-2-ethoxyphenyl)-1-((3R,4S)-4-hydroxytetrahydrofuran-3-yl)-1H-pyrazol-4-yl)pyrazolo[1,5-a]pyrimidine-3-carboxamide ClC=1C=CC(=C(C1)C1=NN(C=C1NC(=O)C=1C=NN2C1N=CC=C2)[C@@H]2COC[C@H]2O)OCC